CC1(C)S(=O)(=O)OCOS1(=O)=O methylene 2,2-propanedisulfonate